carbonic acid 3-(4-chloro-2,6-dimethylphenyl)-8-methoxy-2-oxo-1,8-diazaspiro[4.5]dec-3-en-4-ylethyl ester ClC1=CC(=C(C(=C1)C)C=1C(NC2(C1CCOC(O)=O)CCN(CC2)OC)=O)C